4-(2-aminoethyl)-1-(3-{4-chloro-3-ethyl-1H-pyrrolo[2,3-b]pyridin-3-yl}phenyl)piperazin-2-one NCCN1CC(N(CC1)C1=CC(=CC=C1)C1(CNC2=NC=CC(=C21)Cl)CC)=O